4-Methoxy-3-hydroxycinnamic acid COC1=C(C=C(C=CC(=O)O)C=C1)O